4-Chloro-7-(4-{4-[4-({4-[4-(2,4-dioxo-1,3-diazinan-1-yl)-1H-indol-1-yl]piperidin-1-yl}methyl)piperidin-1-yl]phenyl}piperidin-1-yl)-1H-indazole-3-carbonitrile ClC1=C2C(=NNC2=C(C=C1)N1CCC(CC1)C1=CC=C(C=C1)N1CCC(CC1)CN1CCC(CC1)N1C=CC2=C(C=CC=C12)N1C(NC(CC1)=O)=O)C#N